tert-butyl (4-((3-methyl-4,5,6,7-tetrahydro-2H-pyrazolo[4,3-c]pyridin-2-yl)methyl)bicyclo[2.2.2]octan-1-yl)carbamate CC=1N(N=C2C1CNCC2)CC21CCC(CC2)(CC1)NC(OC(C)(C)C)=O